N-[2-chloro-4-(trifluoromethyl)phenyl](6-ethyl-5-{4-[(5-hydroxy-6-methyl-4-pyrimidinyl)carbonyl]-1-piperazinyl}-1'-methyl-4-oxo-7H-1,2',3,3a,7,7a'-hexaaza-2,5'-biindenyl-7-yl)acetamide ClC1=C(C=CC(=C1)C(F)(F)F)NC(CN1C(=C(C(N2N=C(N=C12)C1=CC2=CN=C(N2C=C1)C)=O)N1CCN(CC1)C(=O)C1=NC=NC(=C1O)C)CC)=O